COC=1C=C(C=CC1OC)C1=NC2=C(N1C)C=C(C=C2C)C2CC1CCC(C2)N1C1CCN(CC1)C(C)C 2-(3,4-dimethoxyphenyl)-6-(8-(1-isopropylpiperidin-4-yl)-8-azabicyclo[3.2.1]octan-3-yl)-1,4-dimethyl-1H-benzo[d]imidazole